2-(6-bromo-4-cyclopropyloxy-1-oxophthalazin-2-yl)-N-(5-fluoropyrimidin-2-yl)acetamide BrC=1C=C2C(=NN(C(C2=CC1)=O)CC(=O)NC1=NC=C(C=N1)F)OC1CC1